C1(CC1)C=1N=CN(C1)C1=NC2=CC=C(C=C2C(=C1)OCCOC)C1OCC1C(=O)N (2-(4-cyclopropyl-1H-imidazol-1-yl)-4-(2-methoxyethoxy)quinolin-6-yl)oxetan-3-carboxamide